(2s,4s)-2-(4-(4-isobutylphenyl)piperidine-1-carbonyl)-7-oxa-5-azaspiro[3.4]Octane-6-one C(C(C)C)C1=CC=C(C=C1)C1CCN(CC1)C(=O)C1CC2(C1)NC(OC2)=O